3,4-dihydro-2H-benzo[b][1,4]oxazine-7-sulfonamide O1C2=C(NCC1)C=CC(=C2)S(=O)(=O)N